N=1C=CN2C1C=CC(=C2)C2=CNC=1N=C(N=C(C12)OC)NC1C[C@@H]2[C@@H](CN(C2)C(C)=O)C1 1-((3aR,5s,6aS)-5-((5-(imidazo[1,2-a]pyridin-6-yl)-4-methoxy-7H-pyrrolo[2,3-d]pyrimidin-2-yl)amino)hexahydrocyclopenta[c]pyrrol-2(1H)-yl)ethan-1-one